C(C)(C)(C)OC(=O)N1C(CCC1)COC 2-(methoxymethyl)pyrrolidine-1-carboxylic acid tert-butyl ester